COC(=O)C1=NC=C(C(=C1)OC)OCC1(CC1)CF 5-(1-fluoromethyl-cyclopropylmethoxy)-4-methoxy-pyridine-2-carboxylic acid methyl ester